(S)-2-(7-chloroisochroman-5-yl)pyrrolidine-1-Carboxylic acid tert-butyl ester C(C)(C)(C)OC(=O)N1[C@@H](CCC1)C1=C2CCOCC2=CC(=C1)Cl